3-Trifluoromethyl-2-phenoxybenzaldehyde FC(C=1C(=C(C=O)C=CC1)OC1=CC=CC=C1)(F)F